O1CC=CC=C1 cis-pyran